tert-butyl-(tert-butoxy)silanediol C(C)(C)(C)[Si](O)(O)OC(C)(C)C